methyl methyl((S)-1-(methyl((S)-2-(4-nitrophenyl)-1-(2-(thiophen-2-yl)thiazol-4-yl)ethyl)amino)-1-oxo-3-phenylpropan-2-yl)carbamate CN(C(OC)=O)[C@H](C(=O)N([C@@H](CC1=CC=C(C=C1)[N+](=O)[O-])C=1N=C(SC1)C=1SC=CC1)C)CC1=CC=CC=C1